P(=O)([O-])([O-])[O-].[Al+3].[Ti+4].[Al+3] aluminum titanium aluminum phosphate